N-[(1S)-1-[(1R)-6-(6-cyclopropylpyridazin-4-yl)indan-1-yl]-2-[4-(2,4-dimethylpyrazol-3-yl)anilino]-2-oxo-ethyl]-1-fluoro-cyclopropanecarboxamide C1(CC1)C1=CC(=CN=N1)C1=CC=C2CC[C@H](C2=C1)[C@@H](C(=O)NC1=CC=C(C=C1)C=1N(N=CC1C)C)NC(=O)C1(CC1)F